(+-)-4-methyl-6-(3-((2-(trifluoromethyl)phenoxy)methyl)pyrrolidin-1-yl)picolinic acid methyl ester COC(C1=NC(=CC(=C1)C)N1C[C@@H](CC1)COC1=C(C=CC=C1)C(F)(F)F)=O |r|